C(C1=CC=CC=C1)OC1=CC=C(CNC(=S)NC)C=C1 (4-benzyloxy-benzyl)-3-methyl-thiourea